IMIDAZO[4,5-C]CHINOLIN N1C=NC=2C=NC=3C=CC=CC3C21